3-[2,5-Bis(propan-2-yl)thiophen-3-yl]-1-({[(2S,4R)-4-fluoro-1-methyl-pyrrolidin-2-yl]methyl}(1-methyl-1H-pyrazol-4-yl)sulfamoyl)urea CC(C)C=1SC(=CC1NC(NS(N(C=1C=NN(C1)C)C[C@H]1N(C[C@@H](C1)F)C)(=O)=O)=O)C(C)C